Dimethyl-vinyl-silanol C[Si](O)(C=C)C